COC1=CC=C(C=C1)P(=S)([S-])N1CCOCC1.[NH2+]1CCOCC1 morpholin-4-ium 4-methoxyphenyl-[morpholino]phosphinodithioate